tert-butyl (3S)-4-[4-[(6-bromo-3-oxo-4H-pyrazin-2-yl)amino]-2-nitrophenyl]-3-methylpiperazine-1-carboxylate BrC1=CNC(C(=N1)NC1=CC(=C(C=C1)N1[C@H](CN(CC1)C(=O)OC(C)(C)C)C)[N+](=O)[O-])=O